COC1=CC=C(C=C1)CN1C(N(CCC1=O)C1=CN=C2N1C=CC(=C2)C#CCN2CCN(CC2)C(=O)OC(C)(C)C)=O Tert-butyl 4-[3-[3-[3-[(4-methoxyphenyl)methyl]-2,4-dioxo-hexahydropyrimidin-1-yl]imidazo[1,2-a]pyridin-7-yl]prop-2-ynyl]piperazine-1-carboxylate